6-(4-aminophenyl)-2,4-dimethylpyridazin-3(2H)-one NC1=CC=C(C=C1)C=1C=C(C(N(N1)C)=O)C